C(C1=CC=CC=C1)OC1=C(C(=C(C=C1)C=1C=NN(C1C1=CC=C(C=C1)OC)COCC[Si](C)(C)C)F)F 2-[[4-(4-benzyloxy-2,3-difluoro-phenyl)-5-(4-methoxyphenyl)pyrazol-1-yl]methoxy]ethyl-trimethyl-silane